C(C)(OP(O)(O)=O)OP(O)(O)=O ethylidenediphosphoric acid